FC(C=1C=C(C=CC1F)N1C=C(C=2[C@@H](C(CCC12)(F)F)O)S(=O)CF)F (4S)-1-(3-(difluoromethyl)-4-fluorophenyl)-5,5-difluoro-3-((fluoromethyl)sulfinyl)-4,5,6,7-tetrahydro-1H-indol-4-ol